tert-butyl (R)-6-(4-(2-bromophenyl)piperidin-1-yl)-2-azaspiro[3.4]octane-2-carboxylate 3-(2-bromophenyl)pentane-1,5-diyl bis(4-methylbenzenesulfonate) CC1=CC=C(C=C1)S(=O)(=O)OCCC(CCOS(=O)(=O)C1=CC=C(C=C1)C)C1=C(C=CC=C1)Br.BrC1=C(C=CC=C1)C1CCN(CC1)[C@H]1CC2(CN(C2)C(=O)OC(C)(C)C)CC1